((2-(2,6-Dioxopiperidin-3-yl)-1-oxoisoindolin-5-yl)methyl)-2-(3-(4-(4-(quinoxalin-2-yl)-1H-pyrazol-1-yl)piperidin-1-yl)bicyclo[1.1.1]pentan-1-yl)acetamide O=C1NC(CCC1N1C(C2=CC=C(C=C2C1)CC(C(=O)N)C12CC(C1)(C2)N2CCC(CC2)N2N=CC(=C2)C2=NC1=CC=CC=C1N=C2)=O)=O